benzyl 3-[(4S)-8-bromo-1-methyl-6-(pyridin-2-yl)-4H-imidazo[1,2-a][1,4]benzodiazepin-4-yl]propanoate BrC=1C=CC2=C(C(=N[C@H](C=3N2C(=CN3)C)CCC(=O)OCC3=CC=CC=C3)C3=NC=CC=C3)C1